COC(=O)C=1N=NC=CC1 1,2-diazine-3-carboxylic acid methyl ester